2,2',2'',2'''-(ethane-1,2-diylbis(azanetriyl))tetraacetic acid C(CN(CC(=O)O)CC(=O)O)N(CC(=O)O)CC(=O)O